(2R,3S)-2-(3-(7-bromo-5-chloro-1H-benzo[d]imidazol-1-yl)propyl)piperidin-3-ol BrC1=CC(=CC2=C1N(C=N2)CCC[C@H]2NCCC[C@@H]2O)Cl